ClC=1C=C2C(=NC(=NC2=C(C1C1=CC=C(C2=C1N=C(S2)N)F)F)OC[C@]21CCCN1C[C@@H](C2)F)N2CCNCC(C2)F 4-(6-chloro-8-fluoro-4-(6-fluoro-1,4-diazepan-1-yl)-2-(((2R,7aS)-2-fluorotetra-hydro-1H-pyrrolizin-7a(5H)-yl)methoxy)quinazolin-7-yl)-7-fluorobenzo[d]thiazol-2-amine